ClC1=CC(=C(C=C1)NC(=O)NC(C)C=1N(N=CN1)C1=NC=CC=N1)C(F)(F)F 1-[4-chloro-2-(trifluoromethyl)phenyl]-3-[1-(2-pyrimidin-2-yl-1,2,4-triazol-3-yl)ethyl]urea